OC=1C(=C(C=CC1)NC(C1=CC=C(C=C1)OC)=O)NC(C1=CC=C(C=C1)N1CCN(CCC1)C)=O N-(3-hydroxy-2-{[4-(4-methyl-1,4-diazepan-1-yl)benzoyl]amino}phenyl)-4-methoxybenzamide